5-methoxy-2-(4-(piperidin-1-yl)styryl)benzo[d]thiazole COC=1C=CC2=C(N=C(S2)C=CC2=CC=C(C=C2)N2CCCCC2)C1